Sodium N,N'-diethylformamidine C(C)NC=NCC.[Na]